2-(4-bromophenyl)quinoline BrC1=CC=C(C=C1)C1=NC2=CC=CC=C2C=C1